3,4,5-trimethylhydroquinone dipropionate C(CC)(=O)O.C(CC)(=O)O.CC1C=C(O)C=C(C1(O)C)C